(S)-N-(5,5-Difluoro-1-(3-methyl-6-((4-(trifluoromethoxy)pyridin-2-yl)amino)pyridine-2-Carbonyl)piperidin-3-yl)acetamide FC1(C[C@@H](CN(C1)C(=O)C1=NC(=CC=C1C)NC1=NC=CC(=C1)OC(F)(F)F)NC(C)=O)F